3-(Methoxymethyl)phenol COCC=1C=C(C=CC1)O